1-Octyl-sodium C(CCCCCCC)[Na]